Ethyl (2S)-2-[[(2S)-2-amino-3-[3,5-bis(2-chloroethylsulfanyl)phenyl]propanoyl]amino]-3-(4-methoxyphenyl)propanoate hydrochloride Cl.N[C@H](C(=O)N[C@H](C(=O)OCC)CC1=CC=C(C=C1)OC)CC1=CC(=CC(=C1)SCCCl)SCCCl